(2S,4R)-1-[(2S)-2-(4-cyclopropyltriazol-1-yl)-3,3-dimethyl-butanoyl]-4-hydroxy-N-[(1R,2S)-2-(1-phenylpyrazol-4-yl)cyclopropyl]pyrrolidine-2-carboxamide C1(CC1)C=1N=NN(C1)[C@H](C(=O)N1[C@@H](C[C@H](C1)O)C(=O)N[C@H]1[C@@H](C1)C=1C=NN(C1)C1=CC=CC=C1)C(C)(C)C